ClC1=C(C=C(C(=C1)Cl)OCC1CCC1)NC(=O)N[C@@H](C)C=1N(N=CN1)C1=NC=CC=N1 1-[2,4-dichloro-5-(cyclobutylmethoxy)phenyl]-3-[(1S)-1-(2-pyrimidin-2-yl-1,2,4-triazol-3-yl)ethyl]urea